C(C)(C)(C)SC1=NC=CC(=C1)C(=O)NC1CC2(C1)CC(C2)C=2SC1=C(N2)C=C(C=C1)Cl 2-tert-butylsulfanyl-N-[6-(5-chloro-1,3-benzothiazol-2-yl)spiro[3.3]heptan-2-yl]pyridine-4-carboxamide